C1(CC1)C1=NC=NC(=C1C1=NC=C2C(=N1)N(N=C2OC)CC2=CC=C(C=C2)C=2N=C(N(C2)C(C)C)C(F)(F)F)OC 6-(4-cyclopropyl-6-methoxypyrimidin-5-yl)-1-(4-(1-isopropyl-2-(trifluoromethyl)-1H-imidazol-4-yl)benzyl)-3-methoxy-1H-pyrazolo[3,4-d]pyrimidine